CC=1C(C2=CC=CC=C2C1)[Sc]C1C(=CC2=CC=CC=C12)C bis(2-methylindenyl)scandium